Cl.O=C1C2(CC(C(N1)=O)C2)NC2=CC=C(C=C2)C2CCN(CC2)CC(=O)O 2-(4-(4-((2,4-dioxo-3-azabicyclo[3.1.1]heptan-1-yl)amino)phenyl)piperidin-1-yl)acetic acid hydrochloride